dibenzothiophenylbiphenyl C1(=CC=CC=2SC3=C(C21)C=CC=C3)C3=C(C=CC=C3)C3=CC=CC=C3